CC1(C(C=C(C=C1)C)N)N 2,5-dimethylbenzene-1,2-diamine